2-(2-methylpropyl)-5-(methylsulfanyl)-2H-1,2,3,4-tetrazole CC(CN1N=C(N=N1)SC)C